N-((2S)-bicyclo[2.2.1]hept-5-en-2-yl)-4-methylbenzamide C12[C@H](CC(C=C1)C2)NC(C2=CC=C(C=C2)C)=O